6-methylpyrimidine-4-carboxylate CC1=CC(=NC=N1)C(=O)[O-]